C1CCC2=C(C=3CCCC3C=C12)NC(=O)N=S(=O)(N)C1=CC=C(C=C1)C(CNC)(C)C N'-((1,2,3,5,6,7-hexahydro-s-indacen-4-yl)carbamoyl)-4-(2-methyl-1-(methylamino)propan-2-yl)benzenesulfonimidamide